Cl.CNC[C@@H]1CCC(N1)=O (5S)-5-[(methylamino)methyl]pyrrolidin-2-one hydrochloride